2-((2-chloro-4-fluorophenyl)amino)-6-cyclopropyl-nicotinonitrile ClC1=C(C=CC(=C1)F)NC1=C(C#N)C=CC(=N1)C1CC1